C1(CC1)C(=O)NC1=CC(=C(N=N1)C(=O)NC([2H])([2H])[2H])NC1=NC=CC=2C=3C([C@H](N(C12)C)C)=NN(N3)C(F)F |o1:27| rel-(R)-6-(cyclopropanecarboxamido)-4-((2-(difluoromethyl)-4,5-dimethyl-4,5-dihydro-2H-[1,2,3]triazolo[4,5-c][1,7]naphthyridin-6-yl)amino)-N-(methyl-d3)pyridazine-3-carboxamide